ClC1=C(N=C(NC1=O)C1=CC(=NC=C1)F)N1[C@@H](CN[C@@H](C1)C(F)(F)F)C 5-chloro-2-(2-fluoro-4-pyridinyl)-4-[(2r,5s)-2-methyl-5-(trifluoromethyl)piperazin-1-yl]-1H-pyrimidin-6-one